CNC1=CC=C(C=C1)NC N,N'-dimethyl-1,4-benzenediamine